NCC(C1=CC=CC=C1)NC(=O)C=1C=CC=C2C(=CNC12)C=1C=NNC1 N-(2-amino-1-phenylethyl)-3-(1H-pyrazol-4-yl)-1H-indole-7-carboxamide